3-(2-((2-(2,6-dioxopiperidin-3-yl)-1,3-dioxoisoindolin-5-yl)amino)ethaneOxy)propionic acid O=C1NC(CCC1N1C(C2=CC=C(C=C2C1=O)NCCOCCC(=O)O)=O)=O